BrC1=C(C(=CC=C1)I)CS(O[Na])(=O)=O ({[(2-bromo-6-iodophenyl)methyl]dioxo-λ6-sulfanyl}oxy)sodium